FC1=C(C=C(C=C1)[N+](=O)[O-])S(F)(F)(F)(F)F 1-fluoro-4-nitro-2-(pentafluoro-λ6-mercapto)benzene